FC(C(C=O)C)(F)F 3,3,3-trifluoro-2-methylpropionaldehyde